CC1CCC2(NC1)OC1CC3C4CC=C5CC(CCC5(C4CCC3(C1C2C)C)C)O 5',7,9,13-tetramethylspiro[5-oxapentacyclo[10.8.0.02,9.04,8.013,18]icos-18-ene-6,2'-piperidine]-16-ol